N-(5-chloro-4-(4-chloroindol-1-yl)pyrimidin-2-yl)-6-methoxy-2-methyl-1,2,3,4-tetrahydroisoquinolin-7-amine ClC=1C(=NC(=NC1)NC1=C(C=C2CCN(CC2=C1)C)OC)N1C=CC2=C(C=CC=C12)Cl